(S)-2-cyclopropyl-10-((2,5-dichloropyrimidin-4-yl)amino)-3,3,8-trifluoro-7-methyl-1,2,3,4-tetrahydro-[1,4]oxazepino[2,3-c]quinolin-6(7H)-one C1(CC1)[C@@H]1NC2=C(C(N(C=3C(=CC(=CC23)NC2=NC(=NC=C2Cl)Cl)F)C)=O)OCC1(F)F